α-tertbutyl-glycine C(C)(C)(C)C(N)C(=O)O